5-(4-amino-1H-pyrazolo[3,4-d]pyrimidin-3-yl)benzo[d]oxazol-2-amine NC1=C2C(=NC=N1)NN=C2C=2C=CC1=C(N=C(O1)N)C2